1-[(2S)-2-{[(4-{3-[3-(trifluoromethyl)phenyl]-1H-pyrrolo[3,2-b]pyridin-2-yl}pyridin-3-yl)oxy]methyl}pyrrolidin-1-yl]prop-2-en-1-one FC(C=1C=C(C=CC1)C1=C(NC=2C1=NC=CC2)C2=C(C=NC=C2)OC[C@H]2N(CCC2)C(C=C)=O)(F)F